ClC1=CC=CC2=C1NC[C@@H]1[C@@H](C(N2CC)=O)N(C(C1)=O)C1=NC(=CC(=C1)C(F)(F)F)C (3ar,11as)-6-chloro-10-ethyl-1-(6-methyl-4-(trifluoromethyl)pyridin-2-yl)-1,3a,4,5,10,11a-hexahydro-2H-benzo[b]pyrrolo[2,3-f][1,4]diazocine-2,11(3H)-dione